C(C)(C)OC(CNC(CCCCCCCCCCCCCCC)=O)=O N-palmitoyl-glycine isopropyl ester